tert-butyl (S)-3-((1-(7-bromo-4-(hydroxymethyl)quinolin-2-yl)pyrrolidin-2-yl)methoxy)propanoate BrC1=CC=C2C(=CC(=NC2=C1)N1[C@@H](CCC1)COCCC(=O)OC(C)(C)C)CO